COCCOCCCOCCOCCNCCOCCOC [2-(2-methoxyethoxy)ethyl]-2,5,11,14-tetraoxa-8-azapentadecane